3-amino-N-(3-cyano-4-methyl-1H-indol-7-yl)benzenesulfonamide NC=1C=C(C=CC1)S(=O)(=O)NC=1C=CC(=C2C(=CNC12)C#N)C